N-[(2-Oxo-1H-pyridin-3-yl)sulfonyl]-6-(2,3,5-trifluorophenyl)-2-[(4S)-2,2,4-trimethylpyrrolidin-1-yl]pyridin-3-carboxamid O=C1NC=CC=C1S(=O)(=O)NC(=O)C=1C(=NC(=CC1)C1=C(C(=CC(=C1)F)F)F)N1C(C[C@@H](C1)C)(C)C